(S)-3-Dimethylamino-1-(2-hydroxy-3-methyl-5-((3-methylpiperidin-1-yl)methyl)phenyl)propan CN(CCCC1=C(C(=CC(=C1)CN1C[C@H](CCC1)C)C)O)C